C(C)OC1CCC(CC1)NC1=NC=C(C(=N1)NC(C)(CCC)C)C(=O)N 2-((1r,4r)-4-ethoxycyclohexylamino)-4-(2-methylpentan-2-ylamino)pyrimidine-5-carboxamide